Br/C=C(/Cl)\C1=CC=CC=C1 (E)-(2-bromo-1-chloroethenyl)benzene